Dichloro[bis(diphenylphosphino)methane] ClC(P(C1=CC=CC=C1)C1=CC=CC=C1)(P(C1=CC=CC=C1)C1=CC=CC=C1)Cl